ClC1=CC=CC=2SC3=CC=CC=C3C(C12)=O 1-chloro-9-oxo-9H-thioxanthen